arsenic trisulphide S1[As]2S[As]1S2